CC1(C2=CC=CC=C2C=2C=CC(=CC12)C1=C2C=CC=CC2=C(C2=CC=CC=C12)CC(C=C(C)O)=O)C (10-(9,9-dimethyl-9H-fluoren-2-yl)anthracen-9-yl)-4-hydroxy-3-penten-2-one